1-carboxy-N,N-dimethyl-N-(3'-acrylamidopropyl)ethanaminium C(=O)(O)C(C)[N+](CCCNC(C=C)=O)(C)C